ClC1=NC=CC2=C1SC1=C2C=CC=C1Cl 1,8-dichlorobenzo[4,5]thieno[2,3-c]pyridine